COC=1C(=CC=2CC[N+]3=CC=4C(=C(C=CC4C=C3C2C1)OC)OC)OC 2,3,9,10-tetramethoxy-5,6-dihydroisoquinolino[2,1-b]Isoquinoline-7-ium